F[C@H]1CN(CC[C@H]1NC1=C2C=C(N(C2=CC=C1)CC(F)(F)F)C1=NN=C(S1)CNC(=O)C1=CN(C=C1)C1(CCOCC1)C)C N-{[5-(4-{[(3S,4R)-3-fluoro-1-methylpiperidin-4-yl]amino}-1-(2,2,2-trifluoroethyl)-1H-indol-2-yl)-1,3,4-thiadiazol-2-yl]methyl}-1-(4-methyloxan-4-yl)-1H-pyrrole-3-carboxamide